CC1(OB(OC1(C)C)C1=C(C=C(C#N)C=C1)OCOCC[Si](C)(C)C)C 4-(4,4,5,5-tetramethyl-1,3,2-dioxaborolan-2-yl)-3-(2-trimethylsilylethoxymethoxy)benzonitrile